FC=1C=2C3=C(C(NC2C=CC1)=O)CCC3 9-fluoro-1,2,3,5-tetrahydro-4H-cyclopenta[c]quinolin-4-one